4-[(3-methanesulfonylpyridin-2-yl)amino]-N-(2H3)methyl-6-{[6-(trifluoromethyl)pyridazin-3-yl]amino}pyridazine-3-carboxamide CS(=O)(=O)C=1C(=NC=CC1)NC1=C(N=NC(=C1)NC=1N=NC(=CC1)C(F)(F)F)C(=O)NC([2H])([2H])[2H]